C(C)(C)N1C2=NC(=NC(=C2N=C1)N[C@@H]1CN(CC1)S(=O)(=O)C)NC(CO)C1OCCC1 2-((9-isopropyl-6-(((S)-1-(methylsulfonyl)pyrrolidin-3-yl)amino)-9H-purin-2-yl)amino)-2-(tetrahydrofuran-2-yl)ethan-1-ol